5-bromo-N4-(4-methoxyphenyl)-N2-(2,2,2-trifluoroethyl)pyrimidine-2,4-diamine BrC=1C(=NC(=NC1)NCC(F)(F)F)NC1=CC=C(C=C1)OC